C(C)(C)C1=NC2=CC=CC=C2C(N1NC(=O)C1(CC1)C1=CC=CC=C1)=O 1-Phenyl-cyclopropanecarboxylic acid (2-isopropyl-4-oxo-4H-quinazolin-3-yl)-amide